2-(2-fluoro-2-methyl-phenyl)-4-[[5-(4-hydroxy-1-piperidyl)-2-pyridyl]amino]-6H-1,6-naphthyridin-5-one FC1(C(C=CC=C1)C1=NC=2C=CNC(C2C(=C1)NC1=NC=C(C=C1)N1CCC(CC1)O)=O)C